CNS(=O)(=O)C1=CC(=C(C=C1)NC=1C=NC(=CC1)C(F)(F)F)C=1N=CN(C1)C N-Methyl-3-(1-methylimidazol-4-yl)-4-[[6-(trifluoromethyl)-3-pyridyl]amino]benzenesulfonamide